C=CC(C#CC#CC\C=C/CCCCCCC)O (9Z)-heptadeca-1,9-dien-4,6-diyn-3-ol